C(C)C=1N=C2N(C=C(C=C2)I)C1N(C=O)C N-(2-Ethyl-6-iodo-imidazo[1,2-a]pyridin-3-yl)-N-methyl-formamide